[C@@H]1(N(C[C@H]2[C@@H]1CCC2)C(=O)OCC2=CC=CC=C2)C(=O)OCC 2-benzyl 1-ethyl (1S,3aR,6aS)-hexahydrocyclopenta[c]pyrrole-1,2(1H)-dicarboxylate